F[C@@H]1COCC[C@@H]1NC=1C=2C=C(N(C2C=CC1)CC(F)(F)F)C#CCNC1=C(C=C(C=C1)S(=O)(=O)C)OC N-[(3S,4S)-3-fluorooxan-4-yl]-2-{3-[(4-methanesulfonyl-2-methoxyphenyl)amino]prop-1-yn-1-yl}-1-(2,2,2-trifluoroethyl)-1H-indol-4-amine